(3-((4-((2-ethyl-4-phenylthiazol-5-yl)oxy)pyridin-2-yl)amino)phenyl)propan-2-ol C(C)C=1SC(=C(N1)C1=CC=CC=C1)OC1=CC(=NC=C1)NC=1C=C(C=CC1)CC(C)O